BrC[C@H]1C(C1)(F)F |r| racemic-2-(bromomethyl)-1,1-difluorocyclopropane